1-tribromomethylsulfonyl-naphthalene BrC(S(=O)(=O)C1=CC=CC2=CC=CC=C12)(Br)Br